4-(4-(1,1-Difluoro-5-azaspiro[2.5]octan-5-yl)-8-fluoro-2-(((2R,7aS)-2-fluorotetrahydro-1H-pyrrolizin-7a(5H)-yl)methoxy)pyrido[4,3-d]pyrimidin-7-yl)-5-ethyl-6-fluoronaphthalen-2-ol FC1(CC12CN(CCC2)C=2C1=C(N=C(N2)OC[C@]23CCCN3C[C@@H](C2)F)C(=C(N=C1)C1=CC(=CC2=CC=C(C(=C12)CC)F)O)F)F